C(C)(C)(C)OC(=O)N1CC2=CC=C(C(=C2CC1)F)N 6-amino-5-fluoro-3,4-dihydroisoquinoline-2(1H)-carboxylic acid tert-butyl ester